CC(C)CC(C(=O)O)NC(=O)C N-ACETYLLEUCINE